trans-Cyclohexandiamin C1(CCCCC1)(N)N